ClC=1C(=C(C=C(C1Cl)Cl)C=1CCN(CC1)C(=O)OC(C)(C)C)OC tert-butyl 4-(3,4,5-trichloro-2-methoxyphenyl)-1,2,3,6-tetrahydropyridine-1-carboxylate